1-ethyl-1-methylpropyl bromoformate BrC(=O)OC(CC)(C)CC